2-chloro-8-(2-(methoxymethoxy)-6-methyl-4-(trifluoromethyl)phenyl)-7-methyl-7H-purine ClC1=NC=C2N(C(=NC2=N1)C1=C(C=C(C=C1C)C(F)(F)F)OCOC)C